2-{[7-amino-4-(3-{5-[(morpholin-4-yl)methyl]thiophen-2-yl}-1H-indazol-5-yl)-1-oxo-2,3-dihydro-1H-isoindol-2-yl]methyl}prop-2-enamide NC=1C=CC(=C2CN(C(C12)=O)CC(C(=O)N)=C)C=1C=C2C(=NNC2=CC1)C=1SC(=CC1)CN1CCOCC1